2-(3,4-dimethoxyphenyl)-6-(1'-isopropyl-[1,4'-bipiperidin]-4-yl)-1H-benzo[d]imidazole COC=1C=C(C=CC1OC)C1=NC2=C(N1)C=C(C=C2)C2CCN(CC2)C2CCN(CC2)C(C)C